CN(C[C@@H](C)NC(=O)C1=NC=CC2=C(C=3N(C=4C=C(C=CC4C3C=C21)OC)C)C)C N-[(1R)-2-(dimethylamino)-1-methyl-ethyl]-8-methoxy-5,6-dimethyl-pyrido[4,3-b]carbazole-1-carboxamide